C(C1=CC=CC=C1)OC1=C(C=CC(=C1)Br)C(C)=O 1-(2-(benzyloxy)-4-bromophenyl)ethanone